C(\C=C\C(=O)O)(=O)O.C(\C=C\C(=O)O)(=O)O.ClC=1C=C(CN2C[C@@H](CC2)CN)C=CC1OCC (S)-(1-(3-chloro-4-ethoxybenzyl)pyrrolidin-3-yl)methanamine difumarate